(S)-(4-cyclopropyloxazol-5-yl)(4-(4-fluoropyrazolo[1,5-a]pyridin-2-yl)-1,4,6,7-tetrahydro-5H-imidazo[4,5-c]pyridin-5-yl)methanone C1(CC1)C=1N=COC1C(=O)N1[C@@H](C2=C(CC1)NC=N2)C2=NN1C(C(=CC=C1)F)=C2